BrC=1C=C(C(=NC1)OCCCO[Si](C)(C)C(C)(C)C)N 5-Bromo-2-(3-((tert-butyldimethylsilyl)oxy)propoxy)pyridin-3-amine